C=C(C(=O)[O-])C[C@@H](C(=O)O)NC(=O)C1=CC=C(NCC2CNC=3N=C(N)NC(=O)C3N2)C=C1 METHYLENTETRAHYDROFOLAT